tert-butyl 6-((1,3-dioxoisoindolin-2-yl) methyl)-6,7-dihydropyrazolo[1,5-a]pyrimidine-4(5H)-carboxylate O=C1N(C(C2=CC=CC=C12)=O)CC1CN(C=2N(C1)N=CC2)C(=O)OC(C)(C)C